C(C)(C)N1CC2=CC=C(C=C2CC1)B1OC(C(O1)(C)C)(C)C 2-isopropyl-6-(4,4,5,5-tetramethyl-1,3,2-dioxaborolan-2-yl)-3,4-dihydro-1H-isoquinoline